9-methoxycarbonyltetracyclo[6.2.1.13,6.02,7]Dodeca-4-ene COC(=O)C1C2C3C4C=CC(C3C(C1)C2)C4